N-(4-(benzofuran-2-yl)phenyl)-2-(m-tolyl)acetamide O1C(=CC2=C1C=CC=C2)C2=CC=C(C=C2)NC(CC=2C=C(C=CC2)C)=O